3,3-diiodo-7-(4-bromobenzoyl)-1,3-dihydro-2H-indol-2-one IC1(C(NC2=C(C=CC=C12)C(C1=CC=C(C=C1)Br)=O)=O)I